3-(4-fluoro-benzoyl)-1,1-dimethyl-9-phenylacetylamino-1,2,3,6-tetrahydro-azepino[4,5-b]indole-5-carboxylic acid ethyl ester C(C)OC(=O)C1=CN(CC(C2=C1NC=1C=CC(=CC21)NC(CC2=CC=CC=C2)=O)(C)C)C(C2=CC=C(C=C2)F)=O